(1'R,2'R)-6-bromo-5'-methyl-2'-(prop-1-en-2-yl)-1',2',3',4'-tetrahydro-[1,1'-biphenyl]-2,4-diol BrC=1C=C(C=C(C1[C@H]1[C@@H](CCC(=C1)C)C(=C)C)O)O